C(CCCCCCCCCCCC(=O)N)C(=O)N dodecanedicarboxamide